(7S,8aS)-tert-butyl 6-oxo-7-(prop-2-ynyl)-hexahydropyrrolo[1,2-a]pyrazine-2(1H)-carboxylate O=C1[C@H](C[C@@H]2N1CCN(C2)C(=O)OC(C)(C)C)CC#C